C(C(=C)C)(=O)NCCC[N+](CCCCS(=O)(=O)[O-])(C)C.CC=1C(=NC2=CC=CC=C2N1)N1CC(C1)C1=C(C(NN=C1)=O)C 1-(3-methylquinoxalin-2-yl)azetidin-3-yl-methyl-pyridazin-3-one 4-((3-methacrylamidopropyl)dimethylammonio)butane-1-sulfonate